ClC1=CC=C(C=C1)S=S(=O)([O-])C1=CC=CC=C1 S-(4-chlorophenyl)-thiobenzenesulfonate